4-(tert-butyl) 1-methyl-2-nitroterephthalate CC1(C(=O)[O-])C(C=C(C(=O)OC(C)(C)C)C=C1)[N+](=O)[O-]